3-(2-(1-(2-Methoxyethyl)-1H-pyrrolo[3,2-c]pyridin-6-yl)pyridin-4-yl)-5-(trifluoromethyl)-1,2,4-oxadiazole COCCN1C=CC=2C=NC(=CC21)C2=NC=CC(=C2)C2=NOC(=N2)C(F)(F)F